BrC=1C=2N(C(=CC1)C)N=NN2 8-bromo-5-methyltetrazolo[1,5-a]pyridine